indol-2(1H)-thione N1C(CC2=CC=CC=C12)=S